4-chloro-2-ethyl-6,7-dimethoxy-quinazoline ClC1=NC(=NC2=CC(=C(C=C12)OC)OC)CC